CN(C)CCOCCO 2-(N,N-dimethylaminoethoxy)ethanol